C(C)(C)(C)OC(=O)N1C[C@@H](CC1)O N-tert-butoxycarbonyl-(R)-3-pyrrolidinol